N-[2-(1-benzylpiperidin-4-yl)ethyl]-4-(5-methoxypyrimidin-2-yl)piperazine-1-carboxamide C(C1=CC=CC=C1)N1CCC(CC1)CCNC(=O)N1CCN(CC1)C1=NC=C(C=N1)OC